FC(C(=O)N1[C@H]2CC(C[C@@H]1CC2)O)(F)C=2C=C(C(=O)NC1=CC(=NC(=C1)C)F)C=CC2F 3-(1,1-difluoro-2-((1R,3r,5S)-3-hydroxy-8-azabicyclo[3.2.1]octan-8-yl)-2-oxoethyl)-4-fluoro-N-(2-fluoro-6-methylpyridin-4-yl)benzamide